N-methyl-4-(2,2,2-trifluoroethyl)piperazine-1-carboxamide CNC(=O)N1CCN(CC1)CC(F)(F)F